6-(1-methyl-1H-pyrazol-4-yl)-4-(8-((1r,3r)-3-(methylsulfonyl)cyclobutyl)-3,8-diazabicyclo[3.2.1]oct-3-yl)pyrrolo[1,2-b]pyridazine CN1N=CC(=C1)C=1C=C2N(N=CC=C2N2CC3CCC(C2)N3C3CC(C3)S(=O)(=O)C)C1